(R,Z)-N-(4-((4-([1,2,4]triazolo[1,5-c]pyrimidin-7-yloxy)-2-methoxy-5-methylphenyl)amino)-7-methoxyquinazolin-6-yl)-2-fluoro-3-(1-methylpyrrolidin-2-yl)acrylamide N=1C=NN2C=NC(=CC21)OC2=CC(=C(C=C2C)NC2=NC=NC1=CC(=C(C=C21)NC(/C(=C/[C@@H]2N(CCC2)C)/F)=O)OC)OC